(2-{2-[(3-bromopropanoyl) oxy] ethoxy} ethoxy) ethylprop-2-enoate C(C)C(C(=O)OOCCOCCOC(CCBr)=O)=C